C1(CC1)NC(=O)C1CNCC1 N-cyclopropylpyrrolidine-3-carboxamide